NC1=C(C(=NN1C(C)C)C1=C(C(=C(C=C1)CC(NC1=CC(=NO1)C12CC(C1)(C2)C(F)(F)F)=O)F)F)C(=O)N 5-Amino-3-(2,3-difluoro-4-(2-oxo-2-((3-(3-(trifluoromethyl)bicyclo[1.1.1]pentan-1-yl)isoxazol-5-yl)amino)ethyl)phenyl)-1-isopropyl-1H-pyrazole-4-carboxamide